COC[C@@H](CO)O (2R)-3-methoxypropane-1,2-diol